[Mo].[W]=S.[Co].[Ni] nickel cobalt tungsten sulfide molybdenum